(4-(trifluoromethyl)phenyl)((R)-3-(((2R,3R,4R,5S)-3,4,5-trihydroxy-2-(hydroxymethyl)piperidin-1-yl)methyl)pyrrolidin-1-yl)methanone FC(C1=CC=C(C=C1)C(=O)N1C[C@H](CC1)CN1[C@@H]([C@H]([C@@H]([C@H](C1)O)O)O)CO)(F)F